Cl.COC([C@H](CC1CC1)N)=O (S)-2-amino-3-cyclopropylpropionic acid methyl ester hydrochloride